FC=1C=C2CC3(C(N=C(O3)N3CCC4(CC3)OC(C3=C4C=CC=C3)=O)=O)CC2=CC1F 1'-(5,6-difluoro-4'-oxo-1,3-dihydro-4'H-spiro[indene-2,5'-[1,3]oxazol]-2'-yl)-3H-spiro[2-benzofuran-1,4'-piperidin]-3-one